N2-(2-fluoro-5-(piperazin-1-yl-methyl)phenyl)-N4-(8-methyl-cinnolin-4-yl)-pyrimidine-2,4-diamine FC1=C(C=C(C=C1)CN1CCNCC1)NC1=NC=CC(=N1)NC1=CN=NC2=C(C=CC=C12)C